CC1=C(C2=C(N=N1)SC1=C2N=CN=C1O)C 3,4-dimethylpyrimido[4',5':4,5]Thieno[2,3-c]Pyridazin-8-ol